C1(C=CC=C1)[Si](C)(C)Cl cyclopentadienyldimethylsilyl chloride